ClC1=C(C(=O)NCC[C@@H](O)C2=CC=C(C=C2)Cl)C=C(C=C1)C=1C=CC=2N(N1)C=C(N2)NC(C)=O 2-chloro-N-[(3R)-3-(4-chlorophenyl)-3-hydroxypropyl]-5-{2-acetamidoimidazo[1,2-b]pyridazin-6-yl}benzamide